(6aR,9R)-N,N-diethyl-7-(methyl-d3)-4,6,6a,7,8,9-hexahydroindolo[4,3-fg]quinoline-9-carboxamide trifluoroacetate FC(C(=O)O)(F)F.C(C)N(C(=O)[C@H]1CN([C@@H]2CC=3C4=C(C2=C1)C=CC=C4NC3)C([2H])([2H])[2H])CC